C(C)C=1N=C2SC(=CN2C1N(C=1SC(=C(N1)C1=CC=C(C=C1)F)C#N)C(C)C)C1CCNCC1 2-((6-Ethyl-2-(piperidin-4-yl)imidazo[2,1-b]thiazol-5-yl)(isopropyl)amino)-4-(4-fluorophenyl)thiazole-5-carbonitrile